7-((1,1-dioxidotetrahydro-2H-thiopyran-4-yl)amino)-1-oxido-3-(thiazol-4-yl)benzo[b]thiophen O=S1(CCC(CC1)NC1=CC=CC2=C1S(C=C2C=2N=CSC2)=O)=O